Cl.NC/C=C/CNC1=C(C=C(C2=C1C=C(O2)C)C(=O)N)[N+](=O)[O-] (E)-4-((4-aminobutan-2-ene-1-yl)amino)-2-methyl-5-nitrobenzofuran-7-formamide hydrochloride